C(C(CO)(CO)COCC(CO)(CO)COCC(CO)(CO)CO)O Trispentaerythritol